FC=1C=C(C2=C(CCO2)C1)C(C[C@@](CNC1=C2C=CNC(C2=CC=C1)=O)(C(F)(F)F)O)(C)C (R)-5-[4-(5-fluoro-2,3-dihydrobenzofuran-7-yl)-2-hydroxy-4-methyl-2-trifluoromethyl-pentylamino]isoquinolin-1(2H)-one